BrC1=C(SC=C1)C(=O)N1CCN(CC1)C1=C(C=CC=C1)N(S(=O)(=O)C=1C=CC2=C(C(=CO2)C)C1)CCC1=CC=CC=C1 5-(N-(2-(4-(3-Bromothiophene-2-carbonyl)piperazin-1-yl)phenyl)-N-phenethylsulfamoyl)-3-methylbenzofuran